5-fluoro-N2-(8-fluoroquinolin-4-yl)-N4-(1-(methylsulfonyl)piperidin-4-yl)pyrimidine-2,4-diamine FC=1C(=NC(=NC1)NC1=CC=NC2=C(C=CC=C12)F)NC1CCN(CC1)S(=O)(=O)C